ClP(OCCC#N)N(C(C)C)C(C)C chloro(diisopropylamino)-beta-cyanoethoxyphosphine